1,4-diisocyanato-2,3-di-Methylbutane N(=C=O)CC(C(CN=C=O)C)C